(3-(trifluoromethyl)-5,6-dihydroimidazo[2,1-a]isoquinolin-8-yl)methanol isopropyl-(2S)-6-diazo-5-oxo-2-(tetrahydrofuran-2-carboxamido)hexanoate C(C)(C)[C@](C(=O)OCC=1C=C2CCN3C(C2=CC1)=NC=C3C(F)(F)F)(CCC(C=[N+]=[N-])=O)NC(=O)C3OCCC3